NC1=C2C(=NC=N1)N(N=C2C)[C@H](C)C2=C(C(=C(C#N)C(=C2)Cl)C2CN(C2)CCO)OC 4-[1(R)-(4-amino-3-methyl-1H-pyrazolo[3,4-d]pyrimidin-1-yl)ethyl]-6-chloro-2-[1-(2-hydroxyethyl)azetidin-3-yl]-3-methoxybenzonitrile